7-isopropoxy-N-(1-methyl-2-oxo-1,2-dihydropyridin-3-yl)-2-((1S,4R)-1-methyl-2-oxabicyclo[2.2.1]heptan-4-yl)imidazo[1,2-a]pyrimidine-6-carboxamide C(C)(C)OC1=NC=2N(C=C1C(=O)NC=1C(N(C=CC1)C)=O)C=C(N2)[C@@]21CO[C@@](CC2)(C1)C